C(C)(C)(C)OC(=O)N[C@H](C(=O)O)C(C)(OS(=O)(=O)C1=CC=C(C)C=C1)C (s)-2-tert-butoxycarbonylamino-3-methyl-3-p-toluenesulfonyloxybutyric acid